4-amino-2-(2-fluoro-4-(tert-amyl)phenyl)-6-methylpyrimidine-5-carboxylic acid NC1=NC(=NC(=C1C(=O)O)C)C1=C(C=C(C=C1)C(C)(C)CC)F